caproyl-carnitine C(CCCCC)(=O)C(O)(C[N+](C)(C)C)CC([O-])=O